NC=1C=C(CN2C(C3=CC=C(C=C3C=N2)S(=O)(=O)C=2N=C(SC2)C)=O)C=CC1 (3-aminobenzyl)-6-((2-methylthiazol-4-yl)sulfonyl)phthalazin-1(2H)-one